C[C@H]1N(CCOC1)C1=NC(=NC(=C1)C(C)C)C1=C2C(=NC=C1)NC=C2 (3R)-3-methyl-4-[6-(propan-2-yl)-2-[1H-pyrrolo[2,3-b]pyridin-4-yl]pyrimidin-4-yl]morpholine